6-((3S,4S)-4-Amino-3-methyl-2-oxa-8-azaspiro[4.5]decan-8-yl)-3-(2,3-dichlorophenyl)-1H-pyrazolo[3,4-d]pyrimidine-4-carbonitrile N[C@@H]1[C@@H](OCC12CCN(CC2)C2=NC(=C1C(=N2)NN=C1C1=C(C(=CC=C1)Cl)Cl)C#N)C